CCCC(CCC)OC1=NN2C(C(=N1)N)=NC=C2CC2CCNCC2 2-(hept-4-yloxy)-7-(piperidin-4-ylmethyl)imidazo[2,1-f][1,2,4]triazin-4-amine